O[C@H]1C[C@H]2C[C@@H]([C@H]3[C@@H]4CC[C@H]([C@@H](CCC(=O)[O-])C)[C@]4(CC[C@@H]3[C@]2(CC1)C)C)N1N=NC(=C1)C(=O)OCC 3α-hydroxy-7β-(4-ethoxycarbonyl-1,2,3-triazol-1-yl)-5β-cholanoate